1-octadecyl-pyrrole C(CCCCCCCCCCCCCCCCC)N1C=CC=C1